tert-butyl 4-((2-iodo-1-(2,2,2-trifluoroethyl)-1H-indol-4-yl)amino)piperidine-1-carboxylate IC=1N(C2=CC=CC(=C2C1)NC1CCN(CC1)C(=O)OC(C)(C)C)CC(F)(F)F